COC1CC(CCC1)N1N=C(C=2C1=NC(=NC2)NC=2C(=CC=1N(C2)N=CN1)C)C 1-(3-methoxycyclohexyl)-3-methyl-N-(7-methyl-[1,2,4]triazolo[1,5-a]pyridin-6-yl)-1H-pyrazolo[3,4-d]pyrimidin-6-amine